4-ethyl-7-methyl-3,4-dihydro-5H-pyrazolo[3,4-c]isoquinolin-5-one C(C)N1C(C=2C=C(C=CC2C2=C1NN=C2)C)=O